6-[[5-[3-(difluoromethyl)-1,2,4-oxadiazol-5-yl]-4-[[(1S)-2-hydroxy-1-phenyl-ethyl]amino]pyrimidin-2-yl]amino]-1,1-dioxo-3,4-dihydro-2H-thiochromen-4-ol FC(C1=NOC(=N1)C=1C(=NC(=NC1)NC=1C=C2C(CCS(C2=CC1)(=O)=O)O)N[C@H](CO)C1=CC=CC=C1)F